N-(3'-{1-[(2E)-2-(aminomethyl)-3-fluoroprop-2-en-1-yl]-5-oxo-1,5-dihydro-4H-1,2,4-triazol-4-yl}biphenyl-4-yl)acetamide hydrochloride Cl.NC/C(/CN1N=CN(C1=O)C=1C=C(C=CC1)C1=CC=C(C=C1)NC(C)=O)=C\F